ClC=1C(=C(C(C=O)=CC1)O)Cl bischlorosalicylaldehyde